ClC1=CC=C(S1)CNC1=CC(=NN1C(C(CO)(C)C)=O)C1NCCC1 1-(5-[(5-chlorothiophen-2-yl)methyl]amino-3-(pyrrolidin-2-yl)-1H-pyrazol-1-yl)-3-hydroxy-2,2-dimethylpropan-1-one